CN1C(C2=C(C(=C1)C)OC(N2)=O)=O 5,7-dimethyloxazolo[4,5-c]pyridine-2,4(3H,5H)-dione